((6-((benzyloxy)methyl)-2-(trifluoromethyl)tetrahydro-2H-pyran-2-yl)oxy)trimethylsilane C(C1=CC=CC=C1)OCC1CCCC(O1)(C(F)(F)F)O[Si](C)(C)C